6-fluoro-5-(5-methyl-1H-pyrrolo[2,3-b]pyridin-3-ylmethyl)pyridin-2-ylamine FC1=C(C=CC(=N1)N)CC1=CNC2=NC=C(C=C21)C